4,6-bis[3-(dibenzothiophen-4-yl)phenyl]benzofuro[3,2-d]pyrimidine C1=CC=C(C=2SC3=C(C21)C=CC=C3)C=3C=C(C=CC3)C=3C2=C(N=CN3)C3=C(O2)C(=CC=C3)C3=CC(=CC=C3)C3=CC=CC2=C3SC3=C2C=CC=C3